N-[7-(2-hydroxy-4,6-dimethyl-phenyl)-2-[1-methyl-3-piperidyl]-1,8-naphthyridin-4-yl]methanesulfonamide OC1=C(C(=CC(=C1)C)C)C1=CC=C2C(=CC(=NC2=N1)C1CN(CCC1)C)NS(=O)(=O)C